1,2-Di(4-pyridyl)ethane methyl-3-((3S,4S)-4-amino-3-methyl-2-oxa-8-azaspiro[4.5]decan-8-yl)-6-bromopyrazine-2-carboxylate COC(=O)C1=NC(=CN=C1N1CCC2([C@@H]([C@@H](OC2)C)N)CC1)Br.N1=CC=C(C=C1)CCC1=CC=NC=C1